C(C)(C)(C)OC(CC1OC(OCC1)(C)C)=O 2,2-dimethyl-1,3-dioxane-4-acetic acid tert-butyl ester